N-benzoyloxy-1-(4-phenylthiophenyl)-3-cyclopentylpropan-1-one-2-imine C(C1=CC=CC=C1)(=O)ON=C(C(=O)C1=CC=C(C=C1)SC1=CC=CC=C1)CC1CCCC1